5-[(5'S,7a'R)-5'-(2-fluorophenyl)-3'-oxotetrahydro-1H,3'H-spiro[piperidine-4,2'-pyrrolo[2,1-b][1,3]oxazol]-1-yl][1,2,4]triazolo[1,5-a]pyridine-8-carboxamide FC1=C(C=CC=C1)[C@@H]1CC[C@H]2OC3(C(N21)=O)CCN(CC3)C3=CC=C(C=2N3N=CN2)C(=O)N